COC1=C(C=CC=C1)C(C(=O)C1=CC=CC=C1)=O (2-methoxyphenyl)-2-phenylethane-1,2-dion